5-(hydroxymethyl)-2-(4-(trifluoromethyl)phenoxy)benzonitrile OCC=1C=CC(=C(C#N)C1)OC1=CC=C(C=C1)C(F)(F)F